O=C1NC(CC[C@@H]1NC1=CC(=C(C=C1)N1CCC(CC1)(O)CC(=O)OC(C)(C)C)F)=O tert-butyl (S)-2-[1-[4-[(2,6-dioxo-3-piperidyl)amino]-2-fluoro-phenyl]-4-hydroxy-4-piperidyl]acetate